CC=1N=C(C2=C(N1)N=C(C(=C2)N2CC1(CN(C1)C(C)=O)C2)C)N[C@H](C)C2=C(C(=CC=C2)C(F)(F)F)C 1-{6-[2,7-dimethyl-4-({(1R)-1-[2-methyl-3-(trifluoromethyl)phenyl]ethyl}amino)pyrido[2,3-d]pyrimidin-6-yl]-2,6-diazaspiro[3.3]heptan-2-yl}ethan-1-one